COC=1C=C(C(=O)N)C=C(C1C1=NC2=NC(=CC=C2C=C1)C1CN(CCC1)C)C 3-methoxy-5-methyl-4-[7-(1-methyl-3-piperidyl)-1,8-naphthyridin-2-yl]benzamide